C(#N)C(CCC(=O)ON1C(CCC1=O)=O)(C)SC(=S)C1=CC=CC=C1 2,5-dioxopyrrolidin-1-yl 4-cyano-4-((phenylcarbonothioyl)thio)pentanoate